[Si](C)(C)(C(C)(C)C)OCC(C1=CC=NC=C1)NC [2-[tert-butyl(dimethyl)silyl]oxy-1-(4-pyridyl)ethyl]-methyl-amine